COC(=O)C=1N=NC(=CC1)OCCCC#N 6-(3-Cyanopropoxy)pyridazine-3-carboxylic acid methyl ester